Mononitrotoluol [N+](=O)([O-])C1=CC=C(C=C1)C